C(C1=CC=CC=C1)[C@H]1N(C(OC1)=O)C([C@@H](CC1CCCCC1)C)=O (R)-4-benzyl-3-((R)-3-cyclohexyl-2-methylpropanoyl)oxazolidin-2-one